C(C=C)OCC=1C(=NC=CC1Br)Cl 3-((allyloxy)methyl)-4-bromo-2-chloropyridine